5-((1,3-bis(isobutyryloxy)propan-2-yl)oxy)-5-oxopentanoic acid C(C(C)C)(=O)OCC(COC(C(C)C)=O)OC(CCCC(=O)O)=O